(2,6-difluoro-3-pyridinyl)boronic acid FC1=NC(=CC=C1B(O)O)F